6-(4-((1H-indazol-5-yl)amino)pyrimidin-2-yl)-N-(pyridazin-4-ylmethyl)-1H-indole-2-carboxamide N1N=CC2=CC(=CC=C12)NC1=NC(=NC=C1)C1=CC=C2C=C(NC2=C1)C(=O)NCC1=CN=NC=C1